FC1(CNC1)COC(=O)N1CCC(CC1)NC1=CC(=NC=2N1N=CC2C(C)C)NC2CCOCC2 4-((3-isopropyl-5-((tetrahydro-2H-pyran-4-yl)amino)pyrazolo[1,5-a]pyrimidin-7-yl)amino)piperidine-1-carboxylic acid (3-fluoroazetidine-3-yl)methyl ester